((2R,4R)-2-(aminomethyl)-4-(3-(cyclopropylmethoxy)-4-(difluoromethoxy)phenyl)pyrrolidin-1-yl)ethanone NC[C@@H]1N(C[C@H](C1)C1=CC(=C(C=C1)OC(F)F)OCC1CC1)C(C)=O